N-Dodecanoyl-Nitrobenzoxadiazole C(CCCCCCCCCCC)(=O)N1OC2=C(N1)C(=CC=C2)[N+](=O)[O-]